FC(OC1=CC=C(C=C1)C=1C=C(C(N(N1)C=1C=NC=CC1)=O)C(=O)N[C@@H](C)C(C)(C)O)F 6-[4-(difluoromethoxy)phenyl]-N-[(2S)-3-hydroxy-3-methylbutan-2-yl]-3-oxo-2-(pyridin-3-yl)-2,3-dihydropyridazine-4-carboxamide